1,1,1-trifluoro-2-propanone FC(C(C)=O)(F)F